tert-butyl (6-(3-hydroxybenzamido)hexyl)carbamate OC=1C=C(C(=O)NCCCCCCNC(OC(C)(C)C)=O)C=CC1